(2-fluoroallyl)(2-oxoethyl)carbamic acid ethyl ester C(C)OC(N(CC=O)CC(=C)F)=O